FC=1C(=C(C=C(C1)N1N=CN=C1C)O)C=1N=C2N(C=CC(=N2)C=2CC(NC(C2)(C)C)(C)C)C1 3-fluoro-5-(5-methyl-1H-1,2,4-triazol-1-yl)-2-(7-(2,2,6,6-tetramethyl-1,2,3,6-tetrahydropyridin-4-yl)imidazo[1,2-a]pyrimidin-2-yl)phenol